O=C1N(C(C=C1)=O)CCCCCC(=O)N(CCOCCOCCOCCOC)CCOCCOCCOCCOC 6-(2,5-dioxo-2,5-dihydro-1H-pyrrol-1-yl)-N,N-di(2,5,8,11-tetraoxatridecan-13-yl)hexanamide